CS(=O)(=O)O[C@H]1[C@H](C[C@@H](C1)O[Si](C)(C)C(C)(C)C)CC=C (1R,2S,4S)-2-ALLYL-4-((TERT-BUTYLDIMETHYLSILYL)OXY)CYCLOPENTYL METHANESULFONATE